(S)-((4-Bromo-7-fluoro-2,3-dihydro-1H-inden-1-yl)oxy)(tert-butyl)dimethylsilane BrC1=C2CC[C@@H](C2=C(C=C1)F)O[Si](C)(C)C(C)(C)C